N1C=C(C=2C1=NC=CC2)OC(CC)=O (1H-pyrrolo[2,3-b]pyridin-3-yl)propanoate